C(C(C)C)C1CC(C(CC1)CCC=O)C 3-(4-isobutyl-2-methyl-cyclohexyl)propanal